C(CCCCCCCCCCCCCCCCCCCCCCCCCCCCCCCCCCCCCCCCCCCCCCCCCCCCCCCC)(=O)O Heptapentacontanoic acid